C(CC(C)C)C(C(=O)O)C.C(CC)(=O)OCCC(C)C ISOAMYL PROPIONATE (isopentyl propionate)